2-(6-amino-5-(piperazin-1-yl)pyridazin-3-yl)phenol NC1=C(C=C(N=N1)C1=C(C=CC=C1)O)N1CCNCC1